BrC=1C(=C(C2=CC=CC=C2C1)C(=O)O)F 3-Bromo-2-fluoro-1-naphthoic acid